FC(CCCCCCC(=O)N)CF 8,9-difluorononanamide